4',5'-dichloro-6-(((2,5-dioxopyrrolidin-1-yl)oxy)carbonyl)-2',7'-dimethoxy-3-oxo-3H-spiro[isobenzofuran-1,9'-xanthene]-3',6'-diyl diacetate C(C)(=O)OC=1C(=CC=2C3(C4=CC(=C(C(=C4OC2C1Cl)Cl)OC(C)=O)OC)OC(C1=CC=C(C=C13)C(=O)ON1C(CCC1=O)=O)=O)OC